5-(4-chloro-2-fluorophenyl)-7-((2S)-2-cyclopropyl-4-morpholinyl)-2,3-dimethylpyrido[4,3-d]pyrimidin-4(3H)-one ClC1=CC(=C(C=C1)C1=NC(=CC=2N=C(N(C(C21)=O)C)C)N2C[C@@H](OCC2)C2CC2)F